NC1=C(C=CC=C1)N(C(=O)C1C(NC(CC1)=O)=O)C 2,6-Dioxo-piperidine-3-carboxylic acid (2-amino-phenyl)-methyl-amide